CC1=C(C(=CC=C1)C)N1C(=NN=C1)C1=CC=CC(=N1)N1CC=2C(=NC(=CC2C1=O)N(C)C(C)C)COC(NC)=O ((2-(6-(4-(2,6-dimethylphenyl)-4H-1,2,4-triazol-3-yl)pyridin-2-yl)-6-(isopropyl (Methyl)amino)-1-oxo-2,3-dihydro-1H-pyrrolo[3,4-c]pyridin-4-yl)methyl)(methyl)carbamate